C(C)(=O)N[C@@H](CSCCC(N)=O)C(=O)O N-acetyl-S-(carbamoylethyl)-L-cysteine